NC1=NC=2N(C=C1)N=C(C2C(=O)OCC)NC(=O)OC(C)(C)C ethyl 5-amino-2-((tert-butoxycarbonyl)amino)pyrazolo[1,5-a]pyrimidine-3-carboxylate